4-(azetidin-3-yl)benzonitrile hydrochloride Cl.N1CC(C1)C1=CC=C(C#N)C=C1